ClC1=C(C=NN(C1=O)C(C(=O)NC1=CC(=C(C=C1)C)S(NCCC1=NC=CC=C1)(=O)=O)C)S(=O)(=O)C 2-(5-chloro-4-methylsulfonyl-6-oxo-pyridazin-1-yl)-N-[4-methyl-3-[2-(2-pyridyl)ethylsulfamoyl]phenyl]propanamide